4-(1-carboxy-4-ethyl-(2-hydroxyethyl)-amino-1-methylbutylamino)quinoline C(=O)(O)C(C(CCCC)CCO)(C)N(C1=CC=NC2=CC=CC=C12)N